FC=1C=C(C=CC1)[C@@H]1N(CCC1)C=1C=CC=2N(N1)C(=CN2)C2=CC=CC(=N2)N2CC(C2)NCCNC(OC(C)(C)C)=O tert-butyl (R)-(2-((1-(6-(6-(2-(3-fluorophenyl)pyrrolidin-1-yl)imidazo[1,2-b]pyridazin-3-yl)pyridin-2-yl)azetidin-3-yl)amino)ethyl)carbamate